OC(CN[C@@H](CS)C(=O)O)CO 2,3-dihydroxypropyl-cysteine